(S)-4-(hydroxymethyl)-N-(6-(5-(methoxymethyl)-1,2,4-oxadiazol-3-yl)-2,3-dihydrobenzofuran-3-yl)picolinamide OCC1=CC(=NC=C1)C(=O)N[C@@H]1COC2=C1C=CC(=C2)C2=NOC(=N2)COC